NC1=NC(=C(C=C1C=1C=C2CCNC(C2=CC1)=O)C1=CC=C(C=C1)N1C=NN(CC1)C)F 6-(2-amino-6-fluoro-5-(4-(1-methyl-5,6-dihydro-1,2,4-triazin-4(1H)-yl)phenyl)pyridin-3-yl)-3,4-dihydroisoquinolin-1(2H)-one